tert-Butyl 7,7-dimethyl-3-(pyrimidin-2-yl)-6,7-dihydroisoxazolo[4,3-c]pyridine-5(4H)-carboxylate CC1(C=2C(CN(C1)C(=O)OC(C)(C)C)=C(ON2)C2=NC=CC=N2)C